N1CC(CC1)CC 2-(pyrrolidine-3-yl)ethane